CN1C(=NC2=C(C=C(C=C2C1=O)C)[C@H](C)N[S@](=O)C(C)(C)C)C1CCOCC1 (R)-N-[(1S)-1-(3,6-dimethyl-4-oxo-2-tetrahydropyran-4-yl-quinazolin-8-yl)ethyl]-2-methyl-propane-2-sulfinamide